N=1N(N=C2C1C=CC=C2)C2=CC(=CC=C2O)C (2H-benzotriazol-2-yl)-p-cresol